lithium tris(trifluoromethanesulfonyl)methane FC(S(=O)(=O)C(S(=O)(=O)C(F)(F)F)S(=O)(=O)C(F)(F)F)(F)F.[Li]